(2Z)-1'-[(diethylamino)methyl]-2,3'-biindole-2',3(1H,1'H)-dione C(C)N(CC)CN1C(\C(\C2=CC=CC=C12)=C\1/NC2=CC=CC=C2C1=O)=O